6-allyl-N-[3-chloro-4-(4-methylpiperazin-1-yl)phenyl]-6H-pyrido[2,3-c]pyrimido[4,5-e][1,2]thiazin-2-amine 5,5-dioxide C(C=C)N1S(C2=C(C3=C1N=CC=C3)N=C(N=C2)NC2=CC(=C(C=C2)N2CCN(CC2)C)Cl)(=O)=O